CN(C(CN1C=C(C=2C1=NC=CC2CN2C(N(CCC2)C2=CC(=C(C=C2)OC)OCCCCC)=O)C2CN(C2)C(=O)OC(C)(C)C)=O)C tert-butyl 3-(1-(2-(dimethylamino)-2-oxoethyl)-4-((3-(4-methoxy-3-(pentyloxy)phenyl)-2-oxotetrahydropyrimidin-1(2H)-yl)methyl)-1H-pyrrolo[2,3-b]pyridin-3-yl)azetidine-1-carboxylate